tert-Butyl 4-[4-[4-[2-(3,5-difluoro-2-pyridyl)-2-hydroxy-propoxy]-3-fluoro-pyrazolo[1,5-a]pyridin-6-yl]-5-methyl-triazol-1-yl]piperidine-1-carboxylate FC=1C(=NC=C(C1)F)C(COC=1C=2N(C=C(C1)C=1N=NN(C1C)C1CCN(CC1)C(=O)OC(C)(C)C)N=CC2F)(C)O